3-methyl-N-(3-((1s,3s)-3-methyl-1-(4-methyl-4H-1,2,4-triazol-3-yl)cyclobutyl)phenyl)-7-vinyl-1H-pyrrolo[3,2-b]pyridine-5-carboxamide CC1=CNC=2C1=NC(=CC2C=C)C(=O)NC2=CC(=CC=C2)C2(CC(C2)C)C2=NN=CN2C